3-[(3S)-1-(cyclopropanecarbonyl)-3-piperidyl]benzoic acid C1(CC1)C(=O)N1C[C@@H](CCC1)C=1C=C(C(=O)O)C=CC1